2-(4-fluoro-2-methoxy-phenoxy)-N-(3-methylsulfonyl-phenyl)-5-(trifluoromethyl)pyridine-3-carboxamide FC1=CC(=C(OC2=NC=C(C=C2C(=O)NC2=CC(=CC=C2)S(=O)(=O)C)C(F)(F)F)C=C1)OC